bis(2-(pentamethylphenylamino)ethyl)-amine zirconium [Zr].CC1=C(C(=C(C(=C1NCCNCCNC1=C(C(=C(C(=C1C)C)C)C)C)C)C)C)C